CC1=C2[C@@H](C[C@H]3[C@]4([C@H](C[C@@H]([C@@]35[C@@H]2O5)OC(=O)C)C(C=C[C@H]4OC(=O)C)(C)C)C)OC1=O The molecule is an abietane diterpenoid that is ent-abieta-2(3),13(15)-diene-16,12-olide substituted by beta-acetoxy groups at positions 1 and 7 and a beta-epoxy group across positions 8 and 14. Isolated from the leaves of Gelonium aequoreum, it exhibits moderate cytotoxicity against lung (A549), breast (MDAMB-231 and MCF7), and liver (HepG2) cancer cell lines. It has a role as a metabolite and an antineoplastic agent. It is a gamma-lactone, an abietane diterpenoid, an acetate ester, an epoxide and an organic heteropentacyclic compound.